[O-]CCCC.[Y+3].[O-]CCCC.[O-]CCCC yttrium(III) n-butoxide